BrC=1C=C(C=CC1)C1(CN=C(O1)C1=CC=CC=C1)CN(S(=O)(=O)C1=CC=C(C=C1)C)C N-((5-(3-bromophenyl)-2-phenyl-4,5-dihydro-oxazol-5-yl)methyl)-N,4-dimethylbenzenesulfonamide